CN1C2=CC=C(C=C2SC=2C=CC=CC12)[N+](=O)[O-] 10-methyl-7-nitro-10H-phenothiazine